FC(S(=O)(=O)OC1=NN(C(C=2C1=CN(C(C2)=O)C2CC(C2)N2C=NC=C2)=O)C)(F)F 6-((1r,3r)-3-(1H-imidazol-1-yl)cyclobutyl)-2-methyl-1,7-dioxo-1,2,6,7-tetrahydropyrido[3,4-d]pyridazin-4-yl trifluoromethanesulfonate